(R)-5-(2,4-difluorophenyl)-N-(piperidin-3-yl)-3-ureidothiophene FC1=C(C=CC(=C1)F)C1=CC(=CS1)N(C(=O)N)[C@H]1CNCCC1